C(C)(C)(C)OC(=O)N1N=C(C=2C1=CN=C(C2)C2=C(C=CC=C2C)F)NC(C2=C(C=C(C=C2)F)[N+](=O)[O-])=O (4-fluoro-2-nitrobenzamido)-5-(2-fluoro-6-methylphenyl)-1H-pyrazolo[3,4-c]pyridine-1-carboxylic acid tert-butyl ester